N2-(2-(3-(benzo[d]oxazol-2-yl)propyl)-2-azaspiro[3.3]hept-6-yl)-N4-(5-cyclopropyl-1H-pyrazol-3-yl)-N2-methylpyrimidine-2,4-diamine O1C(=NC2=C1C=CC=C2)CCCN2CC1(C2)CC(C1)N(C1=NC=CC(=N1)NC1=NNC(=C1)C1CC1)C